2,6-di(2,4-dicarboxyphenyl)-4-(phenyl)pyridine C(=O)(O)C1=C(C=CC(=C1)C(=O)O)C1=NC(=CC(=C1)C1=CC=CC=C1)C1=C(C=C(C=C1)C(=O)O)C(=O)O